molybdenum-niobium oxygen 5,5-dimethyl-1-pyrroline-N-oxide CC1(CCC=[N+]1[O-])C.[O].[Nb].[Mo]